BrC1=C2C=C(N(C2=C(C(=C1F)F)C(=O)O)COCC[Si](C)(C)C)C 4-bromo-5,6-difluoro-2-methyl-1-((2-(trimethylsilyl)ethoxy)methyl)-1H-indole-7-carboxylic acid